6-ethyl-5-((tetrahydro-2H-pyran-4-yl)amino)pyrazine C(C)C1=C(N=CC=N1)NC1CCOCC1